C(C=C)(=O)N1CC(C1)(C)CN1CC(C1)N1N=CC(=C1C)C=1C=C(C=2N(C1)N=CC2C#N)OC 6-(1-(1-((1-acryloyl-3-methylazetidin-3-yl)methyl)azetidin-3-yl)-5-methyl-1H-pyrazol-4-yl)-4-methoxypyrazolo[1,5-a]pyridine-3-carbonitrile